C(C1=CC=CC=C1)N1C2=NC=NC(=C2N=C1C1=C(C=C(OCCN2C(C(N(CC2)C(=O)OCC2=CC=CC=C2)(C)C)=O)C=C1)Cl)OC1(CC1)C benzyl 4-(2-(4-(9-benzyl-6-(1-methylcyclopropoxy)-9H-purin-8-yl)-3-chlorophenoxy)ethyl)-2,2-dimethyl-3-oxopiperazine-1-carboxylate